ClC=1C=C(CN2C3(CN(C3)C(=O)N)C(N(CC2=O)C2CCC(CC2)C)=O)C=CC1F 5-(3-chloro-4-fluorobenzyl)-8-(4-methylcyclohexyl)-6,9-dioxo-2,5,8-triazaspiro[3.5]nonane-2-carboxamide